methyl-1-((3,3-difluorocyclobutyl)methyl)-1H-pyrrole CC=1N(C=CC1)CC1CC(C1)(F)F